[Nb].[Sm] samarium niobium